FC=1C(=CC2=C(CCO2)C1)C(C)NC1=NC(N(C(N1)=O)C(C)C)=O 6-((1-(5-fluoro-2,3-dihydrobenzofuran-6-yl)ethyl)amino)-3-isopropyl-1,3,5-triazine-2,4(1H,3H)-dione